ClC=1C(=NC(=NC1)NC1CCOCC1)C1=CC=C2CN(C(C2=C1)=O)[C@@H](C(=O)N[C@H](C)C1=NC(=CC=C1F)N1CCN(CC1)C)C (2R)-2-(6-{5-chloro-2-[(oxan-4-yl)amino]pyrimidin-4-yl}-1-oxo-2,3-dihydro-1H-isoindol-2-yl)-N-[(1R)-1-[3-fluoro-6-(4-methylpiperazin-1-yl)pyridin-2-yl]ethyl]propanamide